C(C)OC1=CC(=NC(=C1)S(=O)(=O)C)NC1=C(C=NC(=C1)CC(=O)N)C1=NC=C(C=C1)OCCOC (4'-((4-ethoxy-6-(methylsulfonyl)pyridin-2-yl)amino)-5-(2-methoxyethoxy)-[2,3'-bipyridin]-6'-yl)acetamide